[Ir].C1(=CC=CC=C1)C1=NC=CC=C1.C1(=CC=CC=C1)C1=NC=CC=C1.C1(=CC=CC=C1)C1=NC=CC=C1 tris(2-phenylpyridine) iridium